C(#N)C1=C(C=C(CNC(=O)C2=CC=3C(=C(N=NC3)OCC3(CC3)S(=O)(=O)N3CCCC3)N(C2=O)C)C=C1)F N-(4-cyano-3-fluorobenzyl)-1-methyl-2-oxo-8-((1-(pyrrolidin-1-ylsulfonyl)cyclopropyl)methoxy)-1,2-dihydropyrido[2,3-d]pyridazine-3-carboxamide